N-(3,4-dichlorophenyl)-N-((5-(2-(2,2-difluoroacetyl)hydrazine-1-carbonyl)pyridin-2-yl)methyl)ethanesulfonamide ClC=1C=C(C=CC1Cl)N(S(=O)(=O)CC)CC1=NC=C(C=C1)C(=O)NNC(C(F)F)=O